C1(CC1)NC(C1=C(C(=C(C(=C1)CC1=C(C(=NC=C1)NS(NC1(CCC1)C)(=O)=O)F)F)F)NC1=C(C=C(C=C1)I)F)=O N-Cyclopropyl-3,4-difluoro-2-(2-fluoro-4-iodoanilino)-5-[[3-fluoro-2-[(1-methylcyclobutyl)sulfamoylamino]pyridin-4-yl]methyl]benzamide